BrC=1C(=C2C(=NC1)NC[C@]21C[C@H](CC1)C#N)Cl |r| (1RS,3SR)-5'-Bromo-4'-chloro-1',2'-dihydrospiro[cyclopentane-1,3'-pyrrolo[2,3-b]pyridine]-3-carbonitrile